2-(((4-ethylphenyl)amino)(4-nitrophenyl)methyl)cyclohexane-1-one C(C)C1=CC=C(C=C1)NC(C1C(CCCC1)=O)C1=CC=C(C=C1)[N+](=O)[O-]